N1(C=NC=C1)C=1N=CC=2N=CN=C(C2N1)NC1=CC=NC=C1 6-(1H-imidazol-1-yl)-N-(pyridin-4-yl)pyrimido[5,4-d]pyrimidin-4-amine